FC(=C1OC2(C(O1)(C(C(C(C2(F)F)(F)F)(F)F)(F)F)F)F)F 2-(difluoromethylene)-3a,4,4,5,5,6,6,7,7,7a-decafluorohexahydrobenzo[d][1,3]dioxole